BrC1=CC(=NC=C1)OCC=1C=NC=CC1 4-bromo-2-(pyridin-3-ylmethoxy)pyridine